Methyl N-[1-(2-{6-[(3R)-3-aminopiperidine-1-carbonyl]-3-methylpyrazolo[1,5-a]pyridin-2-yl}-1-(cyclopropylmethyl)-1H-indol-6-yl)piperidin-4-yl]-N-methylcarbamate N[C@H]1CN(CCC1)C(=O)C=1C=CC=2N(C1)N=C(C2C)C=2N(C1=CC(=CC=C1C2)N2CCC(CC2)N(C(OC)=O)C)CC2CC2